2-(2-(1,1-Difluoroethyl)-4-fluorophenyl)-3-(4-((1-(3-fluoropropyl)azetidin-3-yl)oxy)phenoxy)benzo[b]thiophene-6-carboxylic acid FC(C)(F)C1=C(C=CC(=C1)F)C1=C(C2=C(S1)C=C(C=C2)C(=O)O)OC2=CC=C(C=C2)OC2CN(C2)CCCF